2-(5-Fluoro-2-(methoxymethoxy)phenyl)acrylic acid ethyl ester C(C)OC(C(=C)C1=C(C=CC(=C1)F)OCOC)=O